1-bromo-2-(2-fluorophenoxy)-3-nitro-benzene BrC1=C(C(=CC=C1)[N+](=O)[O-])OC1=C(C=CC=C1)F